5-(3-((2-((1R,2R)-2-carboxycyclopropane-1-carbonyl)-6-methoxyisoindolin-5-yl)oxy)propoxy)-6-methoxyisoindoline C(=O)(O)[C@H]1[C@@H](C1)C(=O)N1CC2=CC(=C(C=C2C1)OCCCOC=1C=C2CNCC2=CC1OC)OC